(2S)-3-hydroxy-2-({2-methyl-5-[(4-methyl-1,3-thiazol-5-yl)methoxy]-2H-indazol-3-yl}formamido)propanamide OC[C@@H](C(=O)N)NC(=O)C=1N(N=C2C=CC(=CC12)OCC1=C(N=CS1)C)C